1-(tert-Butoxycarbonyl)-1,2,3,6-tetrahydropyridine C(C)(C)(C)OC(=O)N1CCC=CC1